NC1=C(C=C(C2=C1CCO2)C(=O)NC2CCN(CC2)C2CCOCC2)Cl 4-amino-5-chloro-N-(1-(tetrahydro-2H-pyran-4-yl)piperidin-4-yl)-2,3-dihydrobenzofuran-7-carboxamide